NC1=NNC=2C1=NC(=CC2)C2=C(C=C(C=C2)S(=O)(=O)NC2CC(C2)(C(F)(F)F)O)Cl 4-(3-amino-1H-pyrazolo[4,3-b]pyridin-5-yl)-3-chloro-N-(3-hydroxy-3-(trifluoromethyl)cyclobutyl)benzenesulfonamide